ClC1=C(C(=CC(=C1)Cl)[N+](=O)[O-])F 1,5-dichloro-2-fluoro-3-nitrobenzene